NC=1C=CC(=C2CN(C(C12)=O)CC(C#N)=C)C1=CC(=CC=C1)Br 2-[[7-amino-4-(3-bromophenyl)-1-oxo-isoindolin-2-yl]methyl]prop-2-enenitrile